1-{4-[1-(2,6-difluorobenzyl)-5-dimethylaminomethyl-3-(6-methoxypyridazin-3-yl)-2,4-dioxo-1,2,3,4-tetrahydrothieno[2,3-d]pyrimidin-6-yl]-phenyl}-3-methoxyurea FC1=C(CN2C(N(C(C3=C2SC(=C3CN(C)C)C3=CC=C(C=C3)NC(=O)NOC)=O)C=3N=NC(=CC3)OC)=O)C(=CC=C1)F